C(C1=CC=CC=C1)OC1=C(C(=CC(=C1)O)O)C(=O)N1CC2=C(C=C(C=C2CC1)CN1CCN(CC1)C)N[C@H]1COCC1 (R)-(2-(benzyloxy)-4,6-dihydroxyphenyl)(6-((4-methylpiperazin-1-yl)methyl)-8-((tetrahydrofuran-3-yl)amino)-3,4-dihydroisoquinolin-2(1H)-yl)methanone